N-(2-benzyl-7-bromoisoindolin-5-yl)-2-(2-chlorophenyl)acetamide C(C1=CC=CC=C1)N1CC2=C(C=C(C=C2C1)NC(CC1=C(C=CC=C1)Cl)=O)Br